(2'R)-2'-Deoxy-2'-fluoro-2'-methyl-6-O-methylguanosine F[C@]1([C@@H](O[C@@H]([C@H]1O)CO)N1C=NC=2C(OC)=NC(N)=NC12)C